sodium octyl-sulfinate C(CCCCCCC)S(=O)[O-].[Na+]